FC1=C(C(=CC(=C1)OC)F)[C@H]1[C@@H](C(NC1)=O)NC1=NN=C(O1)C1=CC=C(OC2=CC=C(C#N)C=C2)C=C1 4-[4-(5-{[(3S,4R)-4-(2,6-Difluoro-4-methoxyphenyl)-2-oxopyrrolidin-3-yl]amino}-1,3,4-oxadiazol-2-yl)phenoxy]benzonitril